2-cyclohexyl-1-(naphthalen-2-yl)ethan-1-one C1(CCCCC1)CC(=O)C1=CC2=CC=CC=C2C=C1